Decanoic acid potassium salt [K+].C(CCCCCCCCC)(=O)[O-]